tri-ammonium trichloride [Cl-].[Cl-].[Cl-].[NH4+].[NH4+].[NH4+]